(R,E)-3-(2-((4-(2-(4-chlorophenyl)-2,3-dihydrobenzo[b][1,4]dioxin-5-yl)piperidin-1-yl)methyl)-1-((1-ethyl-1H-imidazol-5-yl)methyl)-1H-imidazol-5-yl)-2-methylacrylic acid ClC1=CC=C(C=C1)[C@@H]1COC2=C(O1)C=CC=C2C2CCN(CC2)CC=2N(C(=CN2)/C=C(/C(=O)O)\C)CC2=CN=CN2CC